CN(C(\C=C\C1=CC2=C(NC([C@H](CC2)N2CC3(COC3)C2)=O)N=C1)=O)CC=1OC2=C(C1C)C=CC=C2 (S,E)-N-methyl-N-((3-methylbenzofuran-2-yl)methyl)-3-(8-oxo-7-(2-oxa-6-azaspiro[3.3]heptan-6-yl)-6,7,8,9-tetrahydro-5H-pyrido[2,3-b]azepin-3-yl)acrylamide